2-({4-[4-(dimethylamino)piperidin-1-yl]phenyl}amino)-8-phenyl-5-[2-(triisopropylsilyl)ethynyl]pyrido[2,3-d]pyrimidin-7-one CN(C1CCN(CC1)C1=CC=C(C=C1)NC=1N=CC2=C(N1)N(C(C=C2C#C[Si](C(C)C)(C(C)C)C(C)C)=O)C2=CC=CC=C2)C